4-(6-((6-Acetyl-8-cyclopentyl-5-methyl-7-oxo-7,8-dihydropyrido[2,3-d]-pyrimidin-2-yl)amino)pyridin-3-yl)-N-propylpiperazine-1-sulfonamide C(C)(=O)C1=C(C2=C(N=C(N=C2)NC2=CC=C(C=N2)N2CCN(CC2)S(=O)(=O)NCCC)N(C1=O)C1CCCC1)C